FC1=C2C=CN(C2=C(C=C1)C)C1=CC(=CC=C1)C1=CN=CN1C 4-fluoro-7-methyl-N-(3-(1-methyl-1H-imidazol-5-yl)phenyl)-1H-indole